FC=1C=CC(=C(C1)NC(=O)NC1=CC(=CC(=C1)OC)NCCO)CO 1-(5-fluoro-2-hydroxymethylphenyl)-3-[3-(2-hydroxyethylamino)-5-methoxyphenyl]urea